BrC1=NC(=CC=C1OC(F)F)S(=O)(=O)C 2-bromo-3-(difluoromethoxy)-6-methanesulfonylpyridine